(2-Chloro-4-phenoxyphenyl)(4-(((3R,6S)-6-(hydroxymethyl)tetrahydro-2H-pyran-3-yl)amino)-7h-pyrrolo[2,3-d]pyrimidin-5-yl)methanone ClC1=C(C=CC(=C1)OC1=CC=CC=C1)C(=O)C1=CNC=2N=CN=C(C21)N[C@H]2CO[C@@H](CC2)CO